methyl 2-(5-(hydroxymethyl)pyrazin-2-yl)-2-methylpropanoate OCC=1N=CC(=NC1)C(C(=O)OC)(C)C